(S)-2-(4,4-difluoro-2-(1-(4-methoxybenzyl)-6-oxo-5-(trifluoromethyl)-1,6-dihydropyridazin-3-yl)pyrrolidin-1-yl)acetic acid FC1(C[C@H](N(C1)CC(=O)O)C1=NN(C(C(=C1)C(F)(F)F)=O)CC1=CC=C(C=C1)OC)F